(5RS,6RS)-2,5,6-trimethylcyclohexane-1,3-diene-1-carboxylic acid ethyl ester C(C)OC(=O)C1=C(C=C[C@H]([C@H]1C)C)C |r|